ClC=1C=C(C=CC1F)NC(N(CC=1C2=C(NN1)OCCC2)C=2C=NC=C(C2)C#N)=O (3-Chloro-4-fluorophenyl)-1-(5-cyanopyridin-3-yl)-1-((1,4,5,6-tetrahydropyrano[2,3-c]pyrazol-3-yl)methyl)urea